COC(=O)C1=C(NC(=C(C1CCC1=CC=CC=C1)C(=O)OC)C)CBr.S1C(=NN=C1)C1CCC(CC1)NC(C)=O N-((1r,4r)-4-(1,3,4-thiadiazol-2-yl)cyclohexyl)acetamide dimethyl-2-bromomethyl-6-methyl-4-phenethyl-1,4-dihydropyridine-3,5-dicarboxylate